C(C)OCCN1N=CC(=C1)NC=1SC=C(N1)C1=CC=C(C=C1)N1C(CCC1=O)=O 1-(4-{2-[1-(2-Ethoxy-ethyl)-1H-pyrazol-4-ylamino]-thiazol-4-yl}-phenyl)-pyrrolidine-2,5-dione